ClC=1C=C(C=C(C1OCCCl)C#N)C(C)(C)C1=CC=C(OCC23CC(C2)(C3)NC(OC(C)(C)C)=O)C=C1 tert-butyl (3-((4-(2-(3-chloro-4-(2-chloroethoxy)-5-cyanophenyl)propan-2-yl)phenoxy) methyl)bicyclo[1.1.1]pentan-1-yl)carbamate